(1-methylethyl)oxyl-N-(1-phenylcyclopropyl)-3-{[4-(1-pyrrolidinyl)-1-piperidinyl]methyl}-2-[3-(trifluoromethyl)phenyl]-4-quinolinecarboxamide CC(C)OC1=C2C(=C(C(=NC2=CC=C1)C1=CC(=CC=C1)C(F)(F)F)CN1CCC(CC1)N1CCCC1)C(=O)NC1(CC1)C1=CC=CC=C1